CC1=C(C(=C(C(=O)O)C=C1)N1C=CC=C1)N1CC2(C1)CN(C2)C2=CC(=CC=C2)C(=O)O methyl-3-(6-(3-carboxyphenyl)-2,6-diazaspiro[3.3]heptan-2-yl)-2-(1H-pyrrol-1-yl)benzoic acid